[F].FC1=C(C(=O)Cl)C=C(C=C1)C(F)(F)F 2-fluoro-5-(trifluoromethyl)benzoyl chloride fluorine